dioxaazaundecane OONCCCCCCCC